6-chloro-2-((4-(pyrrolidin-1-yl)butyl)thio)-1,4-dihydroquinazoline ClC=1C=C2CN=C(NC2=CC1)SCCCCN1CCCC1